NC1=NC=NN2C1=C(C=C2C=2C(=C(C(=O)N[C@@H]1CN(C[C@@H]1F)C(=O)C1C(C1)(F)F)C=CC2)F)C(F)(F)F 3-[4-amino-5-(trifluoromethyl)pyrrolo[2,1-f][1,2,4]triazin-7-yl]-N-[(3R,4S)-1-(2,2-difluorocyclopropanecarbonyl)-4-fluoropyrrolidin-3-yl]-2-fluorobenzamide